ClC1=C(C=CC=C1)C=1C(N(C2=CC(=NC=C2C1)NC1=CC(=CC=C1)N1CCNCC1)C)=O 3-(2-chlorophenyl)-1-methyl-7-((3-(piperazin-1-yl)phenyl)amino)-1,6-naphthyridin-2(1H)-one